ClC(C(=O)NN1CCOCC1)C1=NC(=NC(=C1C1OCCO1)N[C@H](C)C1=C(C(=CC=C1)C#N)C)C 2-Chloro-2-(6-(((R)-1-(3-cyano-2-methylphenyl)ethyl)amino)-5-(1,3-dioxolan-2-yl)-2-methylpyrimidin-4-yl)-N-morpholinylacetamide